(2-amino-4,6-dimethoxy-pyrimidin-5-yl)methanol NC1=NC(=C(C(=N1)OC)CO)OC